2-(4-ethoxyanilino)-5-[3-methoxy-4-(2-propynyloxy)benzylidene]-4-oxo-4,5-dihydro-3-thiophenecarboxylic acid ethyl ester C(C)OC(=O)C1=C(SC(C1=O)=CC1=CC(=C(C=C1)OCC#C)OC)NC1=CC=C(C=C1)OCC